N-(4-oxo-2,8,11-trioxa-5-azatridecan-13-yl)-5-(4-(trifluoro-methyl)phenyl)-2-naphthamide O=C(COC)NCCOCCOCCNC(=O)C1=CC2=CC=CC(=C2C=C1)C1=CC=C(C=C1)C(F)(F)F